COC(=O)C1N(CC2=CC=C(C(=C2C1)OCC1=CC=CC=C1)OC)C=1OC2=C(N1)C=CC(=C2)OC 5-(benzyloxy)-6-methoxy-2-(6-methoxybenzo[d]oxazol-2-yl)-1,2,3,4-tetrahydroisoquinoline-3-carboxylic acid methyl ester